2-bromo-1-mesitylethan-1-one BrCC(=O)C1=C(C=C(C=C1C)C)C